N-(1,6-dimethyl-9H-xanthen-9-yl)-2-oxo-5-(piperidin-1-yl)-6-(trifluoromethyl)-1,2-dihydropyridine-3-carboxamide CC1=CC=CC=2OC3=CC(=CC=C3C(C12)NC(=O)C=1C(NC(=C(C1)N1CCCCC1)C(F)(F)F)=O)C